C(C)O[Si](OCC)(OCC)CCCCCCSSCCCCCC[Si](OCC)(OCC)OCC bis[3-(triethoxysilylpropyl) propyl] disulfide